N-methyl-N-(3-(pyridin-2-yldisulfaneyl)propanoyl)-D-alaninate CN([C@H](C)C(=O)[O-])C(CCSSC1=NC=CC=C1)=O